C(=C)C[N+](C)(C)CC1=CC=CC=C1.C(=C)N1C(CCC1)=O N-vinylpyrrolidone, vinylbenzyltrimethyl-ammonium salt